C(=O)(O)CCOC(C=C)=O.[Li] lithium 2-carboxyethylacrylate